methyl O-(cyclohexylmethyl)-N-((S)-2-((S)-2,2-dimethylcyclopropane-1-carbonyl)-6-(thiazole-5-carbonyl)-2,6-diazaspiro[3.4]octane-8-carbonyl)-L-threoninate C1(CCCCC1)CO[C@@H]([C@H](NC(=O)[C@@H]1CN(CC12CN(C2)C(=O)[C@@H]2C(C2)(C)C)C(=O)C2=CN=CS2)C(=O)OC)C